C(C)OC(=O)C=1OC2=C(C1C)C=C(C=C2)S(N(CC)C2=C(C=C(C=C2)Cl)CN(C(=O)C=2SC=CC2)CC=2OC=CC2)(=O)=O 5-(N-(4-chloro-2-((N-(furan-2-ylmethyl)thiophene-2-Carboxamido)methyl)phenyl)-N-ethylsulfamoyl)-3-methylbenzofuran-2-carboxylic acid ethyl ester